C(C)NC(=S)NC=1C=C2C(=CNC2=CC1)C1=CCN2CCCC2C1 N-ethyl-N'-(3-(1,2,3,4,5,8-hexahydroindolizin-7-yl)-1H-indol-5-yl)thiourea